Cl.NCC1=CC=C(C=C1)B(O)O 4-(aminomethyl)phenylboronic acid hydrochloride